9-(benzo[b]thiophen-3-yl)-3,4,6,7,9,10-hexahydroacridine-1,8(2H,5H)-dione S1C2=C(C(=C1)C1C=3C(CCCC3NC=3CCCC(C13)=O)=O)C=CC=C2